ClC1=C2C=CC=NC2=C(C=C1F)NC(=O)C1=NC=C(N=C1)NC(C)CCCN(CC)CC N-(5-chloro-6-fluoroquinolin-8-yl)-5-((5-(diethylamino)pentan-2-yl)amino)pyrazine-2-carboxamide